FC(C(CC(=O)C1=C(C=CC=C1)OC)=O)F 4,4-difluoro-1-(2-methoxyphenyl)butane-1,3-dione